C1(=CC=CC=C1)C=1C(=C(C(=C2C=C3C=CC=CC3=CC12)[2H])[2H])C1=COC=2C1=CC=C1C2C=CC2=CC=CC=C21 Phenyl(naphthobenzofuranyl)anthracene-d2